(3S)-5-cyclohexyl-3-{[5-(2,6-dimethoxyphenyl)-1-(pentan-3-yl)-1H-pyrazol-3-yl]formamido}pentanoic acid C1(CCCCC1)CC[C@@H](CC(=O)O)NC(=O)C1=NN(C(=C1)C1=C(C=CC=C1OC)OC)C(CC)CC